C(C)(C)(C)OC(NC1=CC(=NC=C1C#CCN(C)C)NC(C)=O)=O (2-Acetamido-5-(3-(dimethylamino)prop-1-yn-1-yl)pyridin-4-yl)carbamic acid tert-butyl ester